(5RS)-2-(3-Chloro-4-methoxybenzyl)-5-[(3,3-difluoropyrrolidin-1-yl)carbonyl]-5,6,7,8-tetrahydro[1,2,4]triazolo[4,3-a]pyridin-3(2H)-one ClC=1C=C(CN2N=C3N([C@H](CCC3)C(=O)N3CC(CC3)(F)F)C2=O)C=CC1OC |r|